4-(3-(trimethoxysilyl)propyl)piperazine CO[Si](CCCN1CCNCC1)(OC)OC